5-((4-chlorobenzyl)oxy)-2-(1-methyl-4-(trifluoromethyl)-1H-imidazol-2-yl)phenol ClC1=CC=C(COC=2C=CC(=C(C2)O)C=2N(C=C(N2)C(F)(F)F)C)C=C1